C1(CC1)CN(C(OC(C)(C)C)=O)[C@H]1CN(CCC1)C1=CC(N(C=C1)C(C)N1C=NC(=C1)C=1C=NC=C(C1)N1CCCC1)=O tert-butyl (cyclopropylmethyl)((3R)-1-(2-oxo-1-(1-(4-(5-(pyrrolidin-1-yl)pyridin-3-yl)-1H-imidazol-1-yl)ethyl)-1,2-dihydropyridin-4-yl)piperidin-3-yl)carbamate